1-(2-(1-acetylpiperidin-4-yl)ethyl)-4-chloro-N-(5-((2-fluorophenyl)ethynyl)-3-methylpyridin-2-yl)-1H-pyrazole-3-carboxamide C(C)(=O)N1CCC(CC1)CCN1N=C(C(=C1)Cl)C(=O)NC1=NC=C(C=C1C)C#CC1=C(C=CC=C1)F